allyl benzyl-5-amino-4-((s)-2-((tert-butoxycarbonyl) amino) propanamido)-5-oxopentanoate C(C1=CC=CC=C1)C(C(=O)OCC=C)CC(C(=O)N)NC([C@H](C)NC(=O)OC(C)(C)C)=O